4-(methylthio)aniline Methyl-3-amino-5-(trifluoromethyl)picolinate COC(C1=NC=C(C=C1N)C(F)(F)F)=O.CSC1=CC=C(N)C=C1